[Na+].C(C)(C)(C)OC(=O)NC1C[C@H](N(C(C1)C)C)C(=O)[O-] (2S)-4-((tert-butoxycarbonyl) amino)-1,6-dimethylpiperidine-2-carboxylate sodium salt